FC(OC=1C=NC(=NC1)N[C@@H]1C[C@H](CC1)NC1=CC=C(C=N1)N1C(C(=CC=C1)[C@H](C)O)=O)F 6'-(((1S,3S)-3-((5-(difluoromethoxy)pyrimidin-2-yl)amino)cyclopentyl)amino)-3-((S)-1-hydroxyethyl)-2H-[1,3'-bipyridyl]-2-one